BrC=1C=C(C=CC1)N(C1=CC=C(C=C1)F)CCCC(=O)N ([(3-bromophenyl)-(4-fluorophenyl)amino]ethyl)acetamide